N(=[N+]=[N-])C1=C(C#N)C=C(C=C1)Cl 2-azido-5-chlorobenzonitrile